(2-amino-6-(2-(2-fluoroethoxy)phenyl)imidazo[1,2-a]pyridin-3-yl)((1S,2S)-2-fluorocyclopropyl)methanone NC=1N=C2N(C=C(C=C2)C2=C(C=CC=C2)OCCF)C1C(=O)[C@H]1[C@H](C1)F